N-(4-(difluoromethoxy)benzyl)-5-(5-(trifluoromethyl)nicotinamido)-1,2,3-thiadiazole-4-carboxamide FC(OC1=CC=C(CNC(=O)C=2N=NSC2NC(C2=CN=CC(=C2)C(F)(F)F)=O)C=C1)F